N-(bisaminopropyl)-N-methylamine NC(CCNC)N